C1CC12CC(C2)C(=O)NN spiro[2.3]hexane-5-carbohydrazide